4-{8-Amino-1-[4-(3-chloro-2-fluoro-phenoxy)-phenyl]-imidazo[1,5-a]pyrazin-3-yl}-cyclohexanol NC=1C=2N(C=CN1)C(=NC2C2=CC=C(C=C2)OC2=C(C(=CC=C2)Cl)F)C2CCC(CC2)O